methyl (1R,3S)-3-methoxy-3-methylcyclobutane-1-carboxylate COC1(CC(C1)C(=O)OC)C